1-(bromomethyl)-4-fluoro-2-iodobenzene BrCC1=C(C=C(C=C1)F)I